allyl-[5-(di-tert-butylphosphino)-1',3',5'-triphenyl-1'H-1,4'-bipyrazole] palladium(II) triflate [O-]S(=O)(=O)C(F)(F)F.[Pd+2].C(C=C)C1=NN(C(=C1)P(C(C)(C)C)C(C)(C)C)C=1C(=NN(C1C1=CC=CC=C1)C1=CC=CC=C1)C1=CC=CC=C1.[O-]S(=O)(=O)C(F)(F)F